N1(CCNCC1)C(=O)C1CCN(CC1)CC(=O)N 2-(4-(piperazine-1-carbonyl)piperidin-1-yl)acetamide